3,3-Dimethyl-5-(1-methyl-1H-pyrazol-4-yl)-2,3-dihydro-1H-pyrrolo[3,2-b]pyridine CC1(CNC=2C1=NC(=CC2)C=2C=NN(C2)C)C